5-(3-methoxyphenyl)-N-(3-(2-(piperidin-1-yl)propyl)-1,2,4-thiadiazol-5-yl)furan-3-carboxamide COC=1C=C(C=CC1)C1=CC(=CO1)C(=O)NC1=NC(=NS1)CC(C)N1CCCCC1